2-ethyl-8,8-dimethyl-7,8-dihydro-6H-cyclopenta[e]pyrazolo[1,5-a]pyrimidine-6-carboxylic acid C(C)C1=NN2C(N=CC3=C2C(CC3C(=O)O)(C)C)=C1